methyl 6-(2-fluoro-4-(((oxazol-5-ylmethoxy)carbonyl)amino)benzyl)-2-azaspiro[3.3]heptane-2-carboxylate FC1=C(CC2CC3(CN(C3)C(=O)OC)C2)C=CC(=C1)NC(=O)OCC1=CN=CO1